2-(6-fluoronaphthalen-1-yl)-N,N-dimethylethan-1-amine hydrochloride Cl.FC=1C=C2C=CC=C(C2=CC1)CCN(C)C